(3S,5S)-3-methyl-5-phenylpiperazin-2-one C[C@H]1C(NC[C@@H](N1)C1=CC=CC=C1)=O